C[C@@H]1N(CC2=CC=CC=C12)C=1N=C(C2=C(N1)CCC2)C2=CC=C(C(=O)N)C=C2 (S)-4-(2-(1-methylisoindolin-2-yl)-6,7-dihydro-5H-cyclopenta[d]pyrimidin-4-yl)benzamide